C1CCCN2CCC(CC1)CCCNNN2 tetraazabicyclo[6.6.2]Hexadecane